tert-butyl-N-tert-butoxycarbonyl-N-[2-[2-[2-[4-[[3-(3-chloro-4-cyano-phenoxy)-2,2,4,4-tetramethylcyclobutyl] carbamoyl]phenoxy]ethoxy]ethoxy]ethyl]carbamate C(C)(C)(C)OC(N(CCOCCOCCOC1=CC=C(C=C1)C(NC1C(C(C1(C)C)OC1=CC(=C(C=C1)C#N)Cl)(C)C)=O)C(=O)OC(C)(C)C)=O